(R)-2-(1-benzyl-6-methoxy-3-methyl-2-oxoindol-3-yl)acetic acid C(C1=CC=CC=C1)N1C([C@](C2=CC=C(C=C12)OC)(C)CC(=O)O)=O